C(C1=CC=CC=C1)S(=O)(=O)NC(CCN1C([C@@H](N=C(C2=C1C=CC(=C2)Cl)C2=CC=CC=C2)[C@@H](C)CC)=O)=O N-(benzylsulfonyl)-3-((S)-3-((S)-sec-butyl)-7-chloro-2-oxo-5-phenyl-2,3-dihydro-1H-benzo[e][1,4]diazepin-1-yl)propanamide